C(C)(C)OC(=O)C1=C(N=C(S1)NC(C[C@H](CCCNC)NC1=NC=CC2=CC=C(C=C12)C1=NOC(=N1)C)=O)C (S)-4-methyl-2-(3-((7-(5-methyl-1,2,4-oxadiazol-3-yl)isoquinolin-1-yl)amino)-6-(methylamino)hexanamido)thiazole-5-carboxylic acid isopropyl ester